C(C)(C)(C)C1=CC=C(C=C1)NC1CCNCC1 N-(4-(tert-butyl)phenyl)piperidin-4-amine